(3-(6-methoxy-3-nitropyridin-2-yl)propyl)-carbamic acid tert-butyl ester C(C)(C)(C)OC(NCCCC1=NC(=CC=C1[N+](=O)[O-])OC)=O